1-Propyl-3-butylpiperidinium triflat [O-]S(=O)(=O)C(F)(F)F.C(CC)[NH+]1CC(CCC1)CCCC